C(C)(C)(C)OC(=O)N1C[C@@H](CCC1)N(C(=O)N1CCC(CC1)C1=CC(=NO1)C(=O)OCC)C1=NC=CC2=CC=CC(=C12)C ethyl (R)-5-(1-((1-(tert-butoxycarbonyl)piperidin-3-yl)(8-methylisoquinolin-1-yl)carbamoyl)piperidin-4-yl)isoxazole-3-carboxylate